C1(CC1)SCC1=CC=C(O1)C(=O)O 5-(cyclopropylsulfanylmethyl)furan-2-carboxylic acid